cis-cyclobutanediene C1=CC=C1